N-(6-(3-((tert-butyldimethylsilyl)oxy)azetidine-1-carbonyl)pyridin-3-yl)-4-cyclopropyl-3-phenylisothiazole-5-carboxamide [Si](C)(C)(C(C)(C)C)OC1CN(C1)C(=O)C1=CC=C(C=N1)NC(=O)C1=C(C(=NS1)C1=CC=CC=C1)C1CC1